5-(4-chloro-2-fluorophenyl)-7-((2S)-2-(1-(2-(dimethylamino)ethyl)-1H-pyrazol-4-yl)-4-morpholinyl)-2,3-dimethylpyrido[4,3-d]pyrimidin-4(3H)-one ClC1=CC(=C(C=C1)C1=NC(=CC=2N=C(N(C(C21)=O)C)C)N2C[C@@H](OCC2)C=2C=NN(C2)CCN(C)C)F